2-(3,4-dimethoxyphenyl)-1,4-dimethyl-6-(4-(2-(oxetan-3-yl)-2,7-diazaspiro[3.5]nonan-7-yl)phenyl)-1H-imidazo[4,5-c]pyridine tert-butyl-4-chloro-7H-pyrrolo[2,3-d]pyrimidine-6-carboxylate C(C)(C)(C)OC(=O)C1=CC2=C(N=CN=C2Cl)N1.COC=1C=C(C=CC1OC)C=1N(C2=C(C(=NC(=C2)C2=CC=C(C=C2)N2CCC3(CN(C3)C3COC3)CC2)C)N1)C